ClC=1C=C2C(=NC=NC2=C(C1C1=NC(=CC2=CC=CC(=C12)F)N)F)N1CCNCC1 1-(6-chloro-8-fluoro-4-piperazin-1-yl-quinazolin-7-yl)-8-fluoro-isoquinolin-3-amine